COCCN1[C@H](CNCC1)C (S)-1-(2-Methoxyethyl)-2-methylpiperazine